BrC1=C2C(N(C(=NC2=C(C=C1)C)C)C1C(CC1)C1=C(C=CC=C1)C(F)(F)F)=O 5-bromo-2,8-dimethyl-3-(2-(2-(trifluoromethyl)phenyl)cyclobutyl)quinazolin-4(3H)-one